NCCS(=O)(=O)OC(CCCCCCC\C=C/CCCCCCCC)=O Oleoyl Taurate